(2-(tert-Butyl)-1H-benzo[d]imidazol-1-yl)(naphthalen-1-yl)methanone C(C)(C)(C)C1=NC2=C(N1C(=O)C1=CC=CC3=CC=CC=C13)C=CC=C2